BrCCC1N(CCCC1)C(=O)OC(C)(C)C tert-butyl 2-(2-bromoethyl)piperidine-1-carboxylate